ClC=1C=C(C=CC1F)C(C=1C=CC(=NC1)OCC(F)(F)F)C=1NC=C(N1)S(=O)(=O)C 5-((3-chloro-4-fluorophenyl)(4-(methylsulfonyl)-1H-imidazol-2-yl)methyl)-2-(2,2,2-trifluoro-ethoxy)pyridine